C(=C)C1=NC=2N(C=C1)N=CC2C(=O)OCC 1-Ethyl 5-vinylpyrazolo[1,5-a]pyrimidine-3-carboxylate